tert-butyl N-{[2-(1,3-oxazol-5-yl)pyridin-4-yl]methyl}carbamate O1C=NC=C1C1=NC=CC(=C1)CNC(OC(C)(C)C)=O